N'-[(2S)-1-hydroxypropan-2-yl]urea OC[C@H](C)NC(N)=O